C(C)(C)(C)C=1C=C(C=CC1)N1C2=NC=CN2C=2C=NC3=CC=C(C=C3C12)C=1C=NC2=CC=CC=C2C1 16-(3-Tert-Butylphenyl)-4-(quinolin-3-yl)-8,11,14,16-tetraazatetracyclo[8.6.0.02,7.011,15]-hexadeca-1(10),2,4,6,8,12,14-heptaene